N-[5-(2,6-difluoro-4-methoxyphenyl)-1-methyl-2-(6-methylpyridin-2-yl)-3-oxo-2,3-dihydro-1H-pyrazol-4-yl]-4-(difluoromethoxy)benzamide FC1=C(C(=CC(=C1)OC)F)C1=C(C(N(N1C)C1=NC(=CC=C1)C)=O)NC(C1=CC=C(C=C1)OC(F)F)=O